C1=CC=CC2=C1C1=C(CC(N2)=O)C2=C(N1)N=CC=C2 7,12-dihydro-pyrido[3',2':4,5]-pyrrolo[3,2-d][1]benzazepin-6(5H)-one